2-{[2-(trimethylsilyl)ethoxy]Methyl}-2H-indazole-7-carboxamide C[Si](CCOCN1N=C2C(=CC=CC2=C1)C(=O)N)(C)C